C1=CC=C(C=2SC3=C(C21)C=CC=C3)N3C2=CC=CC=C2C=2C=C(C=CC32)C=3C=C(C=CC3)N3C2=CC=CC=C2C=2C=CC=CC32 9-[3-(9-(dibenzothiophene-4-yl)-9H-carbazole-3-yl)phenyl]-9H-carbazole